bis(cyclopentadienyl)bis[2,6-difluoro-3-(4-ethylbenzoylamino)phenyl]titanium C1(C=CC=C1)[Ti](C1=C(C(=CC=C1F)NC(C1=CC=C(C=C1)CC)=O)F)(C1=C(C(=CC=C1F)NC(C1=CC=C(C=C1)CC)=O)F)C1C=CC=C1